NC1(COC1)C(=O)NC1CCN(CC1)C1=NC(=C(C(=C1C#N)CC)C#N)SC(C(=O)N)C1=CC=CC=C1 3-amino-N-(1-(6-((2-amino-2-oxo-1-phenylethyl)thio)-3,5-dicyano-4-ethylpyridin-2-yl)piperidin-4-yl)oxetane-3-carboxamide